1-(3-ethylnonyl) 17-(heptadecan-9-yl) 9-oxoheptadecanedioate O=C(CCCCCCCC(=O)OCCC(CCCCCC)CC)CCCCCCCC(=O)OC(CCCCCCCC)CCCCCCCC